(Z)-3-(3-(3-(difluoromethyl)-5-(pentafluoro-sulfaneyl)phenyl)-1H-1,2,4-triazol-1-yl)-N'-pivaloylacrylohydrazide FC(C=1C=C(C=C(C1)S(F)(F)(F)(F)F)C1=NN(C=N1)\C=C/C(=O)NNC(C(C)(C)C)=O)F